methyl N-[5-({4-[(2S)-2-{[8-(pyridin-3-yl)quinazolin-4-yl]amino}propyl]piperazin-1-yl}sulfonyl)-1,3-thiazol-2-yl]carbamate N1=CC(=CC=C1)C=1C=CC=C2C(=NC=NC12)N[C@H](CN1CCN(CC1)S(=O)(=O)C1=CN=C(S1)NC(OC)=O)C